N1C(=NC2=C1C=CC=C2)CNC2=NN(C1=NC(=CN=C12)C1CC1)C1CCC1 N-[(1H-benzimidazol-2-yl)methyl]-1-cyclobutyl-6-cyclopropyl-1H-pyrazolo[3,4-b]pyrazin-3-amine